2-((7-Methyl-quinolin-6-yl)amino)-4-(4,4-difluorocyclohexyl)-8,9-dihydro-7H-pyrido[1,2,3-gh]purin-5(4H)-one CC1=C(C=C2C=CC=NC2=C1)NC1=NC2=C3N(C(N(C3=N1)C1CCC(CC1)(F)F)=O)CCC2